quinolinyl phosphate P(=O)(OC1=NC2=CC=CC=C2C=C1)([O-])[O-]